CN1CCN(CC1)C1=NC(=NC(=N1)N1N=CC=C1)N1C=CC2=CC=CC=C12 1-(4-(4-methylpiperazin-1-yl)-6-(1H-pyrazol-1-yl)-1,3,5-triazin-2-yl)-1H-indole